CC1CCC(CC1)N=C=O (1R,4R)-1-isocyanato-4-methylcyclohexane